tert-butyl ((2-((5-(6-chloro-1-(tetrahydro-2H-pyran-2-yl)-1H-indazol-4-yl)-1,3,4-Thiadiazol-2-yl)methyl)imidazo[1,2-a]pyridin-6-yl)methyl)(cyclobutylmethyl)carbamate ClC1=CC(=C2C=NN(C2=C1)C1OCCCC1)C1=NN=C(S1)CC=1N=C2N(C=C(C=C2)CN(C(OC(C)(C)C)=O)CC2CCC2)C1